N-(6-(2-chloro-5-fluorophenyl)-6-hydroxy-2-methyl-8-oxo-3-vinyl-2,6,7,8-tetrahydropyrrolo[3,4-g]indazol-5-yl)-3-fluoro-5-(trifluoromethyl)benzamide ClC1=C(C=C(C=C1)F)C1(NC(C2=C1C(=CC1=C(N(N=C21)C)C=C)NC(C2=CC(=CC(=C2)C(F)(F)F)F)=O)=O)O